COC=1C=CC(=NC1C)NC1=CC=C2C=CNC2=C1 N-(5-methoxy-6-methylpyridin-2-yl)-1H-indol-6-amine